2-((((9H-Fluoren-9-yl)methoxy)carbonyl)(methyl)amino)-3-(4-isopropylphenyl)propanoic acid C1=CC=CC=2C3=CC=CC=C3C(C12)COC(=O)N(C(C(=O)O)CC1=CC=C(C=C1)C(C)C)C